(3R,7R)-9-((S*)-1-(6-(1H-1,2,4-triazol-1-yl)pyridin-3-yl)ethyl)-2-(3,4-dichlorobenzoyl)-3,7-dimethyl-1,2,3,4,8,9-hexahydropyrido[4',3':3,4]pyrazolo[1,5-a]pyrazin-10(7H)-one N1(N=CN=C1)C1=CC=C(C=N1)[C@H](C)N1C(C=2N([C@@H](C1)C)N=C1C2CN([C@@H](C1)C)C(C1=CC(=C(C=C1)Cl)Cl)=O)=O |o1:11|